BrC1=CC=C(C(=O)OCC=C)C=C1 prop-2-en-1-yl 4-bromobenzoate